4-(((5s,9s)-7-((4-chloro-2-cyanophenyl)sulfonyl)-2-oxo-1-oxa-3,7-diazaspiro[4.4]nonan-9-yl)oxy)-2-fluorobenzonitrile ClC1=CC(=C(C=C1)S(=O)(=O)N1C[C@@]2(CNC(O2)=O)[C@H](C1)OC1=CC(=C(C#N)C=C1)F)C#N